5-(2-ethoxy-3-pyridinyl)-N-[(1r,2r)-2-methoxycyclopentyl]-1-methyl-pyrazolo[4,3-b]pyridin-7-amine C(C)OC1=NC=CC=C1C1=CC(=C2C(=N1)C=NN2C)N[C@H]2[C@@H](CCC2)OC